3-((5-cyano-4-(4-fluorophenyl)thiazol-2-yl)(methyl-d3)amino)-2-ethyl-6-fluoropyridine C(#N)C1=C(N=C(S1)N(C=1C(=NC(=CC1)F)CC)C([2H])([2H])[2H])C1=CC=C(C=C1)F